CN([C@H]1CN(CC1)C1=CC=C(C=C1)NC1=NC=C(C(=N1)N1OCC[C@H]1C1=CC=CC=C1)C(F)(F)F)C N-(4-((R)-3-(dimethylamino)pyrrolidin-1-yl)phenyl)-4-((S)-3-phenylisoxazolidin-2-yl)-5-(trifluoromethyl)pyrimidin-2-amine